trans-1-[5-Chloro-2-[3-methyl-5-(4-pyridin-2-yloxycyclohexyl)-1,2,4-triazol-4-yl]phenyl]-N,N-dimethylmethanamin ClC=1C=CC(=C(C1)CN(C)C)N1C(=NN=C1[C@@H]1CC[C@H](CC1)OC1=NC=CC=C1)C